N1(CCC1)N1CCC1 azetidine-yl-azetidine